CS(=O)(=O)/C=C/[C@H](C)NC(=O)C=1C(=NC(=NC1)C1CC2(CC2)C1)OC1=CC=CC=C1 (S,E)-N-(4-(methylsulfonyl)but-3-en-2-yl)-4-phenoxy-2-(spiro[2.3]hexan-5-yl)pyrimidine-5-carboxamide